C(C)(=O)OC1=CC=C2C=C(C3(C2=C1)CCC(CC3)(C(=O)OC)N(C(C(F)(F)F)=O)C3=CC(=CC=C3)Cl)Br methyl (1s,4s)-6'-(acetyloxy)-2'-bromo-4-[(3-chlorophenyl)(trifluoroacetyl)amino]spiro[cyclohexane-1,1'-indene]-4-carboxylate